5-methyl-2,5-diazabicyclo[2.2.1]Heptane CN1C2CNC(C1)C2